6-(4-(dimethylamino)phenyl)-8-nitro-3-(1H-tetrazol-5-yl)-2H-chromen-2-one CN(C1=CC=C(C=C1)C=1C=C2C=C(C(OC2=C(C1)[N+](=O)[O-])=O)C1=NN=NN1)C